C(C)(C)(C)C=1C(=C(C=C(C1)CCCOC(C(=C)C)=O)N1N=C2C(=N1)C=CC(=C2)Cl)O 2-[3'-tert-butyl-2'-hydroxy-5'-(3''-methacryloyloxypropyl)phenyl]-5-chlorobenzotriazole